5-8'-Dehydrodiferulic acid COC1=CC(=CC(=C1O)/C(=C\C2=CC(=C(C=C2)O)OC)/C(=O)O)/C=C/C(=O)O